S(=O)(O)Br.O1C(OCC1)C1=CC=C(C(=O)NC2=NC=CC=C2O)C=C1 4-(1,3-dioxolan-2-yl)-N-(3-hydroxypyridin-2-yl)benzamide bromosulfite